FC1=C(C=C(C=C1)C1(CC1)C#N)C1=NC=2C=CNC(C2C(=C1)NC1=NC=C(C=C1)N1CCC(CC1)O)=O 1-[4-fluoro-3-[4-[[5-(4-hydroxy-1-piperidyl)-2-pyridyl]amino]-5-oxo-6H-1,6-naphthyridin-2-yl]phenyl]cyclopropane-carbonitrile